tert-butyl (2-((4-methoxybenzyl)amino)propyl)carbamate COC1=CC=C(CNC(CNC(OC(C)(C)C)=O)C)C=C1